CO[Si](O)(O)I iodosilicic acid methyl ester